FC=1C=C(C=CC1)N1CC(CC2=CC=CC=C12)NC(C=C)=O N-(1-(3-fluorophenyl)-1,2,3,4-tetrahydroquinolin-3-yl)acrylamide